NC=1C2=C(N=CN1)N(C(=C2C(=O)OC)CC)C2(CC2)C methyl 4-amino-6-ethyl-7-(1-methylcyclopropyl)-7H-pyrrolo[2,3-d]pyrimidine-5-carboxylate